ClC1=C(C=CC=C1C1=CC=C(C(=N1)OC)CNC[C@H](CC(=O)O)O)C1=C(C(=CC=C1)NC=1C2=C(N=C(N1)C)C=CC=N2)C (S)-4-(((6-(2-chloro-2'-methyl-3'-((2-methylpyrido[3,2-d]pyrimidin-4-yl)amino)-[1,1'-biphenyl]-3-yl)-2-methoxypyridin-3-yl)methyl)amino)-3-hydroxybutanoic acid